The molecule is a organic bromide salt of tiquizium. It is an antispasmodic drug used for the treatment of convulsion and hypermobility in gastritis, gastric ulcer, duodenal ulcer, enteritis, irritable bowel syndrome, gallbladder disease, biliary tract disease and urolithiasis. It has a role as a muscarinic antagonist, an antispasmodic drug and an anti-ulcer drug. It is an organic bromide salt and a quaternary ammonium salt. It contains a tiquizium. C[N@+]12CCCC[C@@H]1CCC(=C(C3=CC=CS3)C4=CC=CS4)C2.[Br-]